FC=1C=C2C=C(C(NC2=C(C1)NC)=O)C(/C=C/C1=CC(=CN1)C(=O)O)=O (E)-5-(3-(6-fluoro-8-(methylamino)-2-oxo-1,2-dihydroquinolin-3-yl)-3-oxoprop-1-en-1-yl)-1H-pyrrole-3-carboxylic acid